aminopyrazolo[1,5-a]pyrimidine-6-carboxylic acid ethyl ester C(C)OC(=O)C=1C=NC=2N(C1)N=C(C2)N